3-(((5-bromopyridin-2-yl)methyl)amino)butyronitrile BrC=1C=CC(=NC1)CNC(CC#N)C